(R)-cyanoethoxydiisopropylaminophosphino-(R)-2-(aminomethyl)-1,3-propanediol C(#N)CCO[C@@]([C@@H](CO)CN)(O)PN(C(C)C)C(C)C